N[C@@H](CC(=O)N1[C@@H](C=2N(CC1)C(=NC2)C(F)(F)F)C)CC2=C(C=C(C(=C2)F)F)F (R)-3-amino-1-((R)-8-methyl-3-(trifluoromethyl)-5,6-dihydroimidazo[1,5-a]pyrazin-7(8H)-yl)-4-(2,4,5-trifluorophenyl)butan-1-one